Cl.COC(C1=C(C=CC=C1)OC)=O 2-methoxybenzoic acid methyl ester HCl